(S)-N-(piperidin-3-ylmethyl-d2)methanesulfonamide Nitrogen [N].N1C[C@H](CCC1)C(NS(=O)(=O)C)([2H])[2H]